Bis(Glycidylthio)Naphthalene C(C1CO1)SC1=C(C2=CC=CC=C2C=C1)SCC1CO1